C(C)SC1=NC(=CC(=C1C(=O)NCC1=CC(=CC=C1)S(=O)(=O)C)C)N1CCOCC1 2-Ethylsulfanyl-4-methyl-N-[(3-methylsulfonyl-phenyl)-methyl]-6-morpholin-4-yl-pyridine-3-carboxylic acid amide